2,6-bis(2-maleimidophenoxy)benzotrifluoride C1(C=CC(N1C1=C(OC2=C(C(=CC=C2)OC2=C(C=CC=C2)N2C(C=CC2=O)=O)C(F)(F)F)C=CC=C1)=O)=O